C(#N)C=1C=C(C=CC1)/C=C/C(=O)C1=CC=C(C=C1)S(=O)(=O)NCCC(=O)O 3-[[4-[(E)-3-(3-Cyanophenyl)prop-2-enoyl]phenyl]sulfonylamino]propanoic acid